N-(4-methoxybenzyl)-1,1-diphenylmethanimine-15N COC1=CC=C(C[15N]=C(C2=CC=CC=C2)C2=CC=CC=C2)C=C1